tert-butyl ((1-(((5-((S)-2-cyclohexyl-2-(1-methyl-1H-pyrazole-5-carboxamido)acetamido)-2-isopropyl-2,3-dihydro-1H-inden-2-yl)amino)methyl)cyclopropyl)methyl)carbamate C1(CCCCC1)[C@@H](C(=O)NC=1C=C2CC(CC2=CC1)(C(C)C)NCC1(CC1)CNC(OC(C)(C)C)=O)NC(=O)C1=CC=NN1C